3-phenyl-5-[(1E)-2-phenylethenyl]-1H-pyrazole C1(=CC=CC=C1)C1=NNC(=C1)\C=C\C1=CC=CC=C1